methyl 4-((5-((5-bromo-2-nitrophenyl)amino)pyridin-2-yl)carbamoyl)benzoate BrC=1C=CC(=C(C1)NC=1C=CC(=NC1)NC(=O)C1=CC=C(C(=O)OC)C=C1)[N+](=O)[O-]